tert-butyl 4-[4-(2,6-dioxo-3-piperidyl)-2,3-dihydro-1,4-benzothiazin-8-yl]piperidine-1-carboxylate O=C1NC(CCC1N1CCSC2=C1C=CC=C2C2CCN(CC2)C(=O)OC(C)(C)C)=O